5-chloro-2-(2-(methoxy-d3)pyrimidin-3-yl)-1-methyl-1H-pyrrolo[2,3-c]pyridine ClC=1C=C2C(=CN1)N(C(=C2)N2C(N=CC=C2)OC([2H])([2H])[2H])C